tert-butyl (6-bromopyridin-3-yl)(2-((tertbutyldimethylsilyl)oxy)ethyl)carbamate BrC1=CC=C(C=N1)N(C(OC(C)(C)C)=O)CCO[Si](C)(C)C(C)(C)C